C(C)(C)(C)C1=CC=C(C=C1)NC(=O)N1CCN(CC1)C1=NC=CC=C1Cl N-(4-tertiarybutylphenyl)-4-(3-chloropyridin-2-yl)tetrahydropyrazine-1(2H)-carboxamide